N~2~-[(2S,3S)-1-(cyclobutanecarbonyl)-2-{[2-(3-fluorophenyl)-1,3-thiazol-4-yl]methyl}pyrrolidin-3-yl]-N~1~,N~1~-dimethylethanediamide C1(CCC1)C(=O)N1[C@H]([C@H](CC1)NC(C(=O)N(C)C)=O)CC=1N=C(SC1)C1=CC(=CC=C1)F